N-(4-((1R,5S)-8-azabicyclo[3.2.1]Octane-8-yl)phenyl)-3-(5,5-dimethyl-1,3-dioxan-2-yl)-5-fluoro-4-hydroxybenzamide [C@@H]12CCC[C@@H](CC1)N2C2=CC=C(C=C2)NC(C2=CC(=C(C(=C2)F)O)C2OCC(CO2)(C)C)=O